CN1C=CC2=CC(=CC=C12)C1=CC=CN2C1=NS(CC2)(=O)=O 9-(1-methyl-1H-indol-5-yl)-3,4-dihydropyrido[2,1-c][1,2,4]thiadiazine 2,2-dioxide